F[C@@H]1CN(CC[C@H]1NC1=NN2C(C=N1)=C(N=C2C(C)CC)F)S(=O)(=O)C (3R,4R)-3-fluoro-N-[5-fluoro-7-(sec-butyl)imidazo[4,3-f][1,2,4]triazin-2-yl]-1-methanesulfonylpiperidin-4-amine